Tert-butyl 6-(((tert-butoxycarbonyl) (cyclobutylmethyl) amino) methyl)-2-cyano-1H-indole-1-carboxylate C(C)(C)(C)OC(=O)N(CC1CCC1)CC1=CC=C2C=C(N(C2=C1)C(=O)OC(C)(C)C)C#N